methyl 3-(5-(2'-chloro-5'-methoxy-6-methyl-(4,4'-bipyridine)-3-carboxamido)-1,3,4-thiadiazol-2-yl)propanoate ClC1=NC=C(C(=C1)C1=C(C=NC(=C1)C)C(=O)NC1=NN=C(S1)CCC(=O)OC)OC